1-(2-methyl-5-(9-(piperazin-1-ylmethyl)-3-azaspiro[5.5]undecane-3-carbonyl)phenyl)dihydropyrimidine-2,4(1h,3h)-dione CC1=C(C=C(C=C1)C(=O)N1CCC2(CC1)CCC(CC2)CN2CCNCC2)N2C(NC(CC2)=O)=O